2-(4-Fluorophenyl)-6,7-Dihydrothiazolo[5,4-c]pyridine-5(4H)-carboxylic acid tert-butyl ester C(C)(C)(C)OC(=O)N1CC2=C(CC1)N=C(S2)C2=CC=C(C=C2)F